OC1=C(C=CC=C1)/C=C/C(=O)C=1SC=CC1 (E)-3-(2-hydroxyphenyl)-1-(thiophen-2-yl)prop-2-en-1-one